FC1=CC(=CC2=C1NC(OC2=O)=O)[N+](=O)[O-] 8-fluoro-6-nitro-2H-benzo[d][1,3]oxazine-2,4(1H)-dione